ON(CCN(CCN)O)CC N,N'-dihydroxyethyl-diethylenetriamine